ClC1=CC=NC2=CC=C(C=C12)OC 4-chloro-6-methoxy-quinoline